N-(3-carboxyl-1-oxopropyl)-(4S)-(p-phenylphenylmethyl)-4-amino-(2R)-methyl-butanoic acid ethyl ester C(C)OC([C@](CCNC(CCC(=O)O)=O)(C)CC1=CC=C(C=C1)C1=CC=CC=C1)=O